C1(=CC=CC=C1)C1=NC(=NC(=N1)C1=CC=CC=C1)C=1C=C(C=CC1)C1=CC=C(C=C1)B1OC(C(O1)(C)C)(C)C 2,4-diphenyl-6-[4'-(4,4,5,5-tetramethyl-1,3,2-dioxaborolan-2-yl)[1,1'-biphenyl]-3-yl]-1,3,5-triazine